[N+](=O)([O-])C=1C=C(C=CC1)N1COC(=N1)C(F)(F)F 3-(3-nitrophenyl)-5-trifluoromethyl-1,3,4-oxadiazole